2-(5-(2-((2,3-dihydro-1H-inden-2-yl)amino)-6,7-dihydro-5H-cyclopenta[d]pyrimidin-7-yl)-1,3,4-oxadiazol-2-yl)-1-(3,4,6,7-tetrahydro-5H-[1,2,3]triazolo[4,5-c]pyridin-5-yl)ethan-1-one C1C(CC2=CC=CC=C12)NC=1N=CC2=C(N1)C(CC2)C2=NN=C(O2)CC(=O)N2CC1=C(CC2)N=NN1